COC(=O)C1=C(NC(=C(C1C=1C2=C(SC1)C=CC(=C2)F)C(C)=O)C)C 5-acetyl-4-(5-fluorobenzo[b]thiophen-3-yl)-2,6-dimethyl-1,4-dihydropyridine-3-carboxylic acid methyl ester